ClC=1C=CC(=C(C1)C(CCN(C(OC(C)(C)C)=O)C)CCO)OC tert-butyl (3-(5-chloro-2-methoxyphenyl)-5-hydroxypentyl)(methyl)carbamate